ClC=1N=C(N(C(C1Cl)=O)C)N1CCC(CC1)NC(OC(C)(C)C)=O Tert-butyl (1-(4,5-dichloro-1-methyl-6-oxo-1,6-dihydropyrimidin-2-yl)piperidin-4-yl)carbamate